ClC1=C(C=CC=C1)[C@@H](C)OC(=O)NC=1C(=NOC1C1=CC=C(C(=N1)C)NC(=O)[C@H]1C([C@@H]1C(=O)OC)(F)F)C Methyl (1S,3S)-3-((6-(4-((((R)-1-(2-chlorophenyl)ethoxy)carbonyl)amino)-3-methylisoxazol-5-yl)-2-methylpyridin-3-yl)carbamoyl)-2,2-difluorocyclopropane-1-carboxylate